OC=1C=C2C(N(N(C2=C2C1C=CC=C2)C2=CC=CC=C2)C)=O 5-hydroxy-2-methyl-1-phenyl-1H-benzo[g]indazol-3(2H)-one